N1C=CC2=C(C=CC=C12)NCC(=O)[O-] 1H-indol-4-ylglycinate